N=1C=NN2C=NC(=CC21)OC2=C(C=C(C=C2)NC2=NC=NC1=CC(=C(C=C21)OC2CC1CCC(C2)N1C(C=C)=O)OC)C 1-(endo-3-((4-((4-([1,2,4]Triazolo[1,5-c]pyrimidin-7-yloxy)-3-meth-ylphenyl)amino)-7-methoxyquinazolin-6-yl)oxy)-8-azabicyclo[3.2.1]octan-8-yl)prop-2-en-1-one